NCC=1C=C(CN2C(=NC=3C2=C2C(=NC3N)C=CS2)CCCC)C=CC1 1-(3-(aminomethyl)benzyl)-2-butyl-1H-imidazo[4,5-d]thieno[3,2-b]pyridin-4-amine